iron-strontium [Sr].[Fe]